Cl.FC(C1=NC=C(C(=O)O)C=C1)F 6-(difluoromethyl)nicotinic acid hydrochloride